FC1=C(C(=CC=C1)F)C=1NC2=C(C3=C(N1)C(=NN3)C([2H])([2H])[2H])C=C(C=C2)N2CCOCC2 4-[5-(2,6-difluorophenyl)-3-(trideuteriomethyl)-1,6-dihydropyrazolo[4,3-d][1,3]benzodiazepin-9-yl]morpholine